N-[3-(morpholin-4-yl)-5-[3-nitro-4-(1-oxo-3,4-dihydro-2H-isoquinolin-6-yl)pyrazol-1-yl]phenyl]prop-2-enamide N1(CCOCC1)C=1C=C(C=C(C1)N1N=C(C(=C1)C=1C=C2CCNC(C2=CC1)=O)[N+](=O)[O-])NC(C=C)=O